NCC=1C=CC(=C(C(=O)N[C@H](C)C2=CC(=CC3=CC=CC=C23)C=2C=NN(C2)C)C1)C |o1:10| rel-(R)-5-(aminomethyl)-2-methyl-N-(1-(3-(1-methyl-1H-pyrazol-4-yl)naphthalen-1-yl)ethyl)benzamide